C(N)(=O)OCCCC=1N=NNC1 carbamoyloxypropyltriazole